C1(=CC=CC=C1)P(OC)(OC1=C(C(=CC(=C1)C(C)(CCCCCC)C)OP(OC)(=O)C1=CC=CC=C1)C1C(CCC(=C1)C)C(=C)C)=O dimethyl (5'-methyl-4-(2-methyloctan-2-yl)-2'-(prop-1-en-2-yl)-1',2',3',4'-tetrahydro-[1,1'-biphenyl]-2,6-diyl) bis(phenylphosphonate)